FC=1C(=C(C=CC1)C1=CC=CC(=C1)OCOC)OCOC fluoro-2,5'-bis(methoxymethoxy)-[1,1'-biphenyl]